ethylbisdiphenylphosphinoCyclohexylphosphine C(C)C1(CCCCC1)P(P(C1=CC=CC=C1)C1=CC=CC=C1)P(C1=CC=CC=C1)C1=CC=CC=C1